NCC1=C(CN(C(C)(C)C)C)C=CC=C1 N-(2-(aminomethyl)benzyl)-N,2-dimethylpropan-2-amine